(R)- and (S)-6-Chloro-5-fluorodispiro[benzo[d][1,3]oxazine-4,3'-piperidine-5',1''-cyclobutan]-2(1H)-one ClC1=C(C2=C(NC(O[C@@]23CNCC2(CCC2)C3)=O)C=C1)F |r|